(3S)-3-AMINO-3-(6-FORMYL(2-PYRIDYL))PROPANENITRILE N[C@@H](CC#N)C1=NC(=CC=C1)C=O